(S)-2,2-difluoro-1-(1-neopentyl-6-(2-(trifluoromethyl)pyridin-3-yl)-1H-indol-3-yl)ethan-1-amine FC([C@@H](N)C1=CN(C2=CC(=CC=C12)C=1C(=NC=CC1)C(F)(F)F)CC(C)(C)C)F